2-(1H-imidazol-1-yl)-N-((1r,4r)-4-(methyl(3,3,3-trifluoropropyl)amino)cyclohexyl)-5H-pyrrolo[3,2-d]pyrimidine-4-carboxamide N1(C=NC=C1)C=1N=C(C2=C(N1)C=CN2)C(=O)NC2CCC(CC2)N(CCC(F)(F)F)C